(S)-N1-(1-methoxy-3-p-tolylpropan-2-yl)-N2-(3-(trifluoromethyl)benzyl)benzene-1,2-diamine COC[C@H](CC1=CC=C(C=C1)C)NC=1C(=CC=CC1)NCC1=CC(=CC=C1)C(F)(F)F